ClC(C(CC(CC)Cl)OCCCC)=O 1,4-dichlorohexanoyloxybutane